L-tryptophanic acid N[C@@H](CC1=CNC2=CC=CC=C12)C(=O)O